Bis(2,2,6,6-tetramethyl-4-piperidinyl)sebacate CC1(NC(CC(C1)OC(CCCCCCCCC(=O)OC1CC(NC(C1)(C)C)(C)C)=O)(C)C)C